7-chloro-1-(4-methoxybenzyl)-1H-pyrazolo[4,3-c]pyridine-5-oxide ClC=1C2=C(C=[N+](C1)[O-])C=NN2CC2=CC=C(C=C2)OC